[2-[4-[5-methyl-1-[4-(trifluoromethoxy)phenyl]pyrazol-4-yl]-1-piperidyl]ethyl]morpholine CC1=C(C=NN1C1=CC=C(C=C1)OC(F)(F)F)C1CCN(CC1)CCN1CCOCC1